N-(4-(1-methyl-4-(trifluoromethyl)-1H-imidazol-2-yl)benzyl)-2-(2-(trifluoromethyl)phenyl)-7H-purin-6-amine CN1C(=NC(=C1)C(F)(F)F)C1=CC=C(CNC2=C3NC=NC3=NC(=N2)C2=C(C=CC=C2)C(F)(F)F)C=C1